FC1=C(C=CC(=C1F)C#CC1=CC=C(C=C1)CCCCC)N=C=S 2,3-difluoro-1-isothiocyanato-4-((4-n-pentylphenyl)ethynyl)benzene